6-methyl-2-oxo-5-(1H-pyrrol-3-yl)-1-(3-trifluoromethylphenyl)-1,2-dihydro-pyridine-3-carboxylic acid 4-methanesulfonyl-benzylamide CS(=O)(=O)C1=CC=C(CNC(=O)C=2C(N(C(=C(C2)C2=CNC=C2)C)C2=CC(=CC=C2)C(F)(F)F)=O)C=C1